ClC=1C=C(CNC(=O)C=2N=C(SC2C)C#C)C=CC1 N-(3-chlorobenzyl)-2-ethynyl-5-methylthiazole-4-carboxamide